2-amino-N-(5-(3,5-difluorobenzyl)-1H-indazol-3-yl)-4-(5-methylhexahydropyrrolo[3,4-c]pyrrol-2(1H)-yl)benzamide NC1=C(C(=O)NC2=NNC3=CC=C(C=C23)CC2=CC(=CC(=C2)F)F)C=CC(=C1)N1CC2CN(CC2C1)C